C(CCCCCCCCCCCCCCCCC)N.P(=O)(OCCCC(C)C)(OCCCC(C)C)O diisohexyl phosphate octadecyl-amine salt